bis(2,4,6-trimethylbenzoyl)-phenyl-phosphine-oxide CC1=C(C(=O)P(C2=CC=CC=C2)(C(C2=C(C=C(C=C2C)C)C)=O)=O)C(=CC(=C1)C)C